C(C)(C)(C)[Si](C)(C)O[C@H]1[C@@H](CCCC1)N1C2=C(OCC1)C=C(N=N2)Cl tert-butyl-[(1R,2R)-2-(3-chloro-6,7-dihydropyridazino[4,3-b][1,4]oxazin-8-yl)cyclohexoxy]-dimethyl-silane